(1S,3S,4S)-3-Azido-4-(benzyloxy)cyclopentan-1-ol N(=[N+]=[N-])[C@H]1C[C@@H](C[C@@H]1OCC1=CC=CC=C1)O